FC(S(=O)(=O)O)(F)F.C(CCC)P(CCCC)(CCCC)CCCC tetrabutyl-phosphine trifluoromethanesulfonate